bis(N,N-diglycidyl-6-methyl-4-aminocyclohexyl)methane C(C1CO1)N(C1CCC(C(C1)C)CC1CCC(CC1C)N(CC1CO1)CC1CO1)CC1CO1